FC1=C(C(=CC=C1)C)N1CCN(CC1)C1=CC=2C(=NC(=CN2)C)N(C1=O)CC1=NC=CC=C1OC(F)(F)F 7-(4-(2-Fluoro-6-methylphenyl)piperazin-1-yl)-3-methyl-5-((3-(trifluoromethoxy)pyridin-2-yl)methyl)pyrido[2,3-b]pyrazin-6(5H)-one